ClC=1C=C2C=C(NC2=CC1OCC1=CC(=NO1)C)CNC(CN1N=CC=C1)=O N-((5-chloro-6-((3-methylisoxazol-5-yl)methoxy)-1H-indol-2-yl)methyl)-2-(1H-pyrazol-1-yl)acetamide